N-[5-(4-fluorophenyl)thiazol-2-yl]-8-oxo-6,7-dihydro-5H-indolizine-5-carboxamide FC1=CC=C(C=C1)C1=CN=C(S1)NC(=O)C1N2C=CC=C2C(CC1)=O